OC=1C=C(C=CC1O)/C=C/C(=O)O[C@@H](C(=O)O)[C@H](C(=O)O)O (2R,3R)-2-[(E)-3-(3,4-Dihydroxyphenyl)prop-2-enoyl]oxy-3-hydroxybutanedioic acid